(cis)-1-((9H-Fluoren-9-yl) methyl) 5-tert-butyl 3a-fluorohexahydropyrrolo[3,4-b]pyrrole-1,5-dicarboxylate F[C@@]12[C@@H](N(CC1)C(=O)OCC1C3=CC=CC=C3C=3C=CC=CC13)CN(C2)C(=O)OC(C)(C)C